C(C1=CC=CC=C1)[C@](C(=O)Cl)(CC(F)(F)F)C (S)-2-benzyl-4,4,4-trifluoro-2-methyl-butyryl chloride